(R)-4-(3-fluoropyrrolidin-1-yl)cyclohexan-1-amine F[C@H]1CN(CC1)C1CCC(CC1)N